C(C1=CC=CC=C1)OCCOC=1C(=CC2=CN(N=C2C1)C1CCC(CC1)N1CCN(CC1)C(=O)OC(C)(C)C)Br tert-butyl 4-((1r,4r)-4-(6-(2-(benzyloxy)ethoxy)-5-bromo-2H-indazol-2-yl)cyclohexyl)piperazine-1-carboxylate